(1R,3R)-3-aminocyclopentane-1-carbonitrile monohydrochloride Cl.N[C@H]1C[C@@H](CC1)C#N